3-(7-(1-(3-Chlorobenzyl)piperidin-3-yl)pyrazolo[1,5-a]pyrimidin-2-yl)pyridin ClC=1C=C(CN2CC(CCC2)C2=CC=NC=3N2N=C(C3)C=3C=NC=CC3)C=CC1